C(C=C)(=O)N1CC2(C1)CN(CC2)C2=C(C#N)C(=CN=C2)C=2C(=CC=C1C=NN(C21)C)C 3-(2-acryloyl-2,6-diazaspiro[3.4]octan-6-yl)-5-(1,6-dimethyl-1H-indazol-7-yl)isonicotinonitrile